monoaminopropylputrescine NCCCNCCCCN